Methylen Chloride C(Cl)Cl